(7-(4-(azetidin-1-ylmethyl)phenyl)-6-methylimidazo[1,2-b]pyridazin-3-yl)-2-(1-methyl-1H-pyrazol-3-yl)-1,8-naphthyridine N1(CCC1)CC1=CC=C(C=C1)C1=CC=2N(N=C1C)C(=CN2)C=2C(=NC1=NC=CC=C1C2)C2=NN(C=C2)C